(S)-1-(2-chloro-7-(1-methoxyethyl)pyrazolo[1,5-a]pyrimidin-6-yl)-3-(2-methyl-1-oxoisoindolin-5-yl)urea ClC1=NN2C(N=CC(=C2[C@H](C)OC)NC(=O)NC=2C=C3CN(C(C3=CC2)=O)C)=C1